(2S,4R)-4-hydroxy-1-(6-oxo-6-undecoxy-hexyl)pyrrolidine-2-carboxylic acid [8-(1-octylnonyloxy)-8-oxo-octyl] ester C(CCCCCCC)C(CCCCCCCC)OC(CCCCCCCOC(=O)[C@H]1N(C[C@@H](C1)O)CCCCCC(OCCCCCCCCCCC)=O)=O